CC1=C(C=CC(=N1)NC(OC(C)(C)C)=O)OC1=CC(=NC=C1)C(NC)=O tert-butyl (6-methyl-5-((2-(methylcarbamoyl)pyridin-4-yl)oxy)pyridin-2-yl)carbamate